N[C@@H](CC(C)C)C(=S)O thioleucine